CN(C/C=C/C(=O)N1[C@@H]2CN([C@H](C1)C2)C=2C=CC=1N=CN=C(C1N2)NC2=C(C(=CC=C2)C)F)C (E)-4-(dimethylamino)-1-[(1S,4S)-5-[4-(2-fluoro-3-methyl-anilino)pyrido[3,2-d]pyrimidin-6-yl]-2,5-diazabicyclo[2.2.1]heptan-2-yl]but-2-en-1-one